OC1(CCC(CC1)NC1=NN2C(C(=N1)O)=C(C=C2)C=2C=C1N=CC=NC1=CC2)C 2-((Trans-4-hydroxy-4-methylcyclohexyl)amino)-5-(quinoxalin-6-yl)pyrrolo[2,1-f][1,2,4]triazin-4-ol